1-[4-(phenylsulfanyl)phenyl]propan-1-one C1(=CC=CC=C1)SC1=CC=C(C=C1)C(CC)=O